C(C)(C)(C)OC(=O)N1CCN(CC1)C(CC1CC1)C1=CC=C(C=C1)[C@H](C)NC(C(F)(F)F)=O.CC=1C=C(OC2=C(C(=NN=N2)OC2=CC(=C(C(=C2)C)O[N+](=O)[O-])C)OC2=CC(=C(C(=C2)C)O[N+](=O)[O-])C)C=C(C1O[N+](=O)[O-])C tri(3,5-dimethyl-4-nitryloxyphenoxy)triazine tert-Butyl-4-(2-cyclopropyl-1-(4-((S)-1-(2,2,2-trifluoroacetylamino)ethyl)phenyl)ethyl)piperazine-1-Carboxylate